FC1=C(CNC(C(N2CCC=3C=CC(=NC3C2)NC2=CN=CS2)=O)=O)C=CC(=C1)OC N-(2-fluoro-4-methoxybenzyl)-2-oxo-2-(2-(thiazol-5-ylamino)-5,6-dihydro-1,7-naphthyridin-7(8H)-yl)acetamide